Methyl-5-(3-methoxyphenyl)-1H-pyrazole CN1N=CC=C1C1=CC(=CC=C1)OC